C(C1=CC=CC=C1)OC1=C(C=CC(=C1)Br)[N+](=O)[O-] 2-(benzyloxy)-4-bromo-1-nitrobenzene